O=C1NC(CC[C@@H]1NC(=O)C1=CC(N(C=C1)C1CCNCC1)=O)=O (S)-N-(2,6-dioxopiperidin-3-yl)-2-oxo-1-(piperidin-4-yl)-1,2-dihydropyridine-4-carboxamide